COC1=C(C=C(C=C1)C(=O)C(CO)OC2=CC=CC=C2OC)OC The molecule is an aromatic ketone that is propanone substituted by a 3,4-dimethoxyphenyl group at position 1, a hydroxy group at position 3 and a 2-methoxyphenoxy group at position 2 respectively. It is an aromatic ketone, a dimethoxybenzene and a primary alcohol.